C(C)(C)OC(C1=C(N=C(C(=C1)F)N1N=C(N(C1=O)CC)COCC1=CC=CC=C1)C=O)=O 6-(3-((benzyloxy)methyl)-4-ethyl-5-oxo-4,5-dihydro-1H-1,2,4-triazol-1-yl)-5-fluoro-2-formylnicotinic acid isopropyl ester